The molecule is an N-acylglycine in which the acyl group is specified as hexadecanoyl (palmitoyl). It has a role as a marine metabolite and a human metabolite. It is a fatty amide and a N-acylglycine 16:0. It derives from a hexadecanoic acid. It is a conjugate acid of a N-hexadecanoylglycinate. CCCCCCCCCCCCCCCC(=O)NCC(=O)O